ClC1=C(C=CC(=C1)Cl)C=1CCCC2=C(C1C1=CC=C(C=C1)O[C@@H]1CN(CC1)CCCF)C=CC(=C2)C(C)O 1-(8-(2,4-dichlorophenyl)-9-(4-(((S)-1-(3-fluoropropyl)pyrrolidin-3-yl)oxy)phenyl)-6,7-dihydro-5H-benzo[7]annulen-3-yl)ethan-1-ol